C1(=CC=CC=C1)C1=CC=C(C=C1)C1=NC(=NC(=N1)C1=CC=C(C=C1)C1=CC=CC=C1)C1=CC2=C(CCCCCCCC2CCCCCCC)C=C1O 3-[4,6-bis(4-phenylphenyl)-1,3,5-triazin-2-yl]-5-heptyl-5,6,7,8,9,10,11,12-octahydro-benzo[10]annulen-2-ol